C12CCC(CC1)N2C=2C=C(C=NC2)[C@@](O)(C2=CC=C(C=C2)C(C)C)C2(CN(C2)C)C (R)-[5-(7-aza-bicyclo[2.2.1]hept-7-yl)-pyridin-3-yl]-(1,3-dimethyl-azetidin-3-yl)-(4-isopropyl-phenyl)-methanol